5-ethynyl-6-methyl-2-{[4-(4-methylpiperazin-1-yl)phenyl]amino}-8-(2H-pyrazol-3-ylmethyl)pyrido[2,3-d]pyrimidin-7-one C(#C)C1=C(C(N(C=2N=C(N=CC21)NC2=CC=C(C=C2)N2CCN(CC2)C)CC=2NN=CC2)=O)C